CC1(O[C@H]2C(C[C@@H]([C@H]2O1)C1=CC=C(C(=O)OC(C)(C)C)C=C1)=O)C tert-Butyl p-{(1R,5R,6R)-3,3-dimethyl-8-oxo-2,4-dioxabicyclo[3.3.0]oct-6-yl}benzoate